6-(4-chlorophenyl)-3-oxo-2,3,4,5-tetrahydropyridazine-4-carboxylic acid methyl ester COC(=O)C1C(NN=C(C1)C1=CC=C(C=C1)Cl)=O